2,5-ditertbutyl-1,4-dimethoxybenzene C(C)(C)(C)C1=C(C=C(C(=C1)OC)C(C)(C)C)OC